2,3-Dichloroaniline ClC1=C(N)C=CC=C1Cl